C(#N)C=1C(=NN(C1)C1=CC=C(C=C1)NC=1C(=NN(C1)C1=C(C=CC=C1Cl)Cl)C(=O)N)C 4-((4-(4-cyano-3-methyl-1H-pyrazol-1-yl)phenyl)amino)-1-(2,6-dichlorophenyl)-1H-pyrazole-3-carboxamide